7-[1-(1-Cyano-4-piperidyl)-5-methyl-triazol-4-yl]-5-[1-(5-methoxy-3-pyridyl)ethoxy]imidazo[1,2-a]pyridine-3-carbonitrile C(#N)N1CCC(CC1)N1N=NC(=C1C)C1=CC=2N(C(=C1)OC(C)C=1C=NC=C(C1)OC)C(=CN2)C#N